C(#N)C1=CC(=C(COC2=CC=CC(=N2)C2CCN(CC2)CC2=NC3=C(N2C[C@H]2OCC2)C=C(C=C3OC)C(=O)OC)C=C1)F Methyl (s)-2-((4-(6-((4-cyano-2-fluorobenzyl)oxy)pyridin-2-yl)piperidin-1-yl)methyl)-4-methoxy-1-(oxetan-2-ylmethyl)-1H-benzo[d]imidazole-6-carboxylate